tert-butyl ((1-(3-bromo-1-(4-methoxybenzyl)-1H-pyrazolo[3,4-b]pyrazin-6-yl)-4-methylpiperidin-4-yl)methyl)carbamate BrC1=NN(C2=NC(=CN=C21)N2CCC(CC2)(C)CNC(OC(C)(C)C)=O)CC2=CC=C(C=C2)OC